methyl 4-[(4-{[(tert-butoxy)carbonyl]amino}piperidin-1-yl)sulfonyl]-1-methyl-1H-pyrazole-5-carboxylate C(C)(C)(C)OC(=O)NC1CCN(CC1)S(=O)(=O)C=1C=NN(C1C(=O)OC)C